ClC=1C=CC(=C(C1)C1=CC(=C(N=N1)C1CC1)NC1=CC(=NC=C1)NC(CCN1CCN(CC1)C)=O)F N-(4-{[6-(5-chloro-2-fluorophenyl)-3-cyclopropylpyridazin-4-yl]amino}pyridin-2-yl)-3-(4-methylpiperazin-1-yl)propanamide